C1(CC1)C1=NNC(=N1)C1CC2(CN(C2)C(=O)N2CC(C2)C23CC(C2)(C3)CC=3C=NC(=CC3)C(F)(F)F)C1 [6-(3-cyclopropyl-1H-1,2,4-triazol-5-yl)-2-azaspiro[3.3]heptan-2-yl]-[3-[3-[[6-(trifluoromethyl)-3-pyridyl]methyl]-1-bicyclo[1.1.1]pentanyl]azetidin-1-yl]methanone